3-chlorobenzyl ((S)-3-cyclohexyl-1-(((S)-5-((2-ethoxyethyl)(methyl)amino)-1-hydroxy-5-oxopentan-2-yl)amino)-1-oxopropan-2-yl)carbamate C1(CCCCC1)C[C@@H](C(=O)N[C@H](CO)CCC(=O)N(C)CCOCC)NC(OCC1=CC(=CC=C1)Cl)=O